ClC1=NC(=NC(=N1)C=1C=C(C=CC1)C1=CC=CC=C1)C1=CC=CC=C1 2-chloro-4-(biphenyl-3-yl)-6-phenyl-1,3,5-triazine